BrC1=C(C=CC=C1)NC=1SC(=CN1)C1=CC=C(C=C1)OC1=C2N=CN(C2=NC=N1)CC(C)C N-(2-bromophenyl)-5-(4-((9-isobutyl-9H-purin-6-yl)oxy)phenyl)thiazol-2-amine